COC(=O)C1=CSC=2C1=NC(=CC2C(F)(F)F)N2CC(C(CC2)O)(F)F 5-(3,3-difluoro-4-hydroxypiperidin-1-yl)-7-(trifluoromethyl)thieno[3,2-b]pyridine-3-carboxylic acid methyl ester